6-chloro-5'-(5-chloro-2-methylphenyl)-2'-(4-(2-hydroxyethoxy)-2-methoxyphenyl)-3'-isopropyl-3'H-spiro[indoline-3,4'-pyrrolo[3,4-d]imidazole]-2,6'(5'H)-dione ClC1=CC=C2C(=C1)NC(C21N(C(C=2N=C(N(C21)C(C)C)C2=C(C=C(C=C2)OCCO)OC)=O)C2=C(C=CC(=C2)Cl)C)=O